[Fe].C1C=CC2=CC=CC=C12.C1C=CC2=CC=CC=C12 diindene iron